(2S)-5-[[(1R,2S)-2-(4-Fluorophenyl)cyclopropyl]amino]-1-(3-(dimethylamino)-azetidin-1-yl-1-oxopentan-2-yl)-4-(1H-1,2,3-triazol-1-yl)benzamide FC1=CC=C(C=C1)[C@H]1[C@@H](C1)NC=1C(=CCC(C(=O)N)(C1)[C@@H](C=O)CCCN1CC(C1)N(C)C)N1N=NC=C1